C1(=CC=CC=C1)C(C1=CC=C(C=C1)C)(C1=CC=CC=C1)NCCC(=O)O 3-((diphenyl(p-tolyl)methyl)amino)propanoic acid